(4-((3-(7-(((3R,4S)-1-ethyl-3-fluoropiperidin-4-yl)amino)-3-(2,2,2-trifluoroethyl)benzo[b]thiophen-2-yl)prop-2-yn-1-yl)amino)-3-methoxyphenyl)dimethylphosphine oxide C(C)N1C[C@H]([C@H](CC1)NC1=CC=CC2=C1SC(=C2CC(F)(F)F)C#CCNC2=C(C=C(C=C2)P(C)(C)=O)OC)F